ClC=1C=C(C(=O)NC2CCS(CC2)(=O)=O)C=C(C1)N1C=CC=2C1=NC=C(C2)C(=O)N2CCC(CC2)(F)F 3-chloro-5-(5-(4,4-difluoropiperidine-1-carbonyl)-1H-pyrrolo[2,3-b]pyridin-1-yl)-N-(1,1-dioxotetrahydro-2H-thiopyran-4-yl)benzamide